C(C(C)C)(=O)NC=1NC(C=2NC=NC2N1)=O 2-N-isobutyrylguanine